N-(3-(6-amino-5-(2-(N-methylpropionylamino)ethoxy)pyrimidin-4-yl)-5-fluoro-2-methylphenyl)-4-cyclopropyl-2-fluorobenzamide NC1=C(C(=NC=N1)C=1C(=C(C=C(C1)F)NC(C1=C(C=C(C=C1)C1CC1)F)=O)C)OCCNC(CCC)=O